CC1(CCC(CC1)=C)C(=O)OCC ethyl 1-methyl-4-methylene-cyclohexanecarboxylate